C1=C(C=CC=2C3=CC=CC=C3C12)C(=O)NCC(=O)N1CC2(OCCO2)C[C@H]1C(=O)OC methyl (S)-7-((biphenylene-2-carbonyl)glycyl)-1,4-dioxa-7-azaspiro[4.4]nonane-8-carboxylate